5-(2-chloro-6-fluorobenzyl)-4-(2-hydroxyethyl)-2-methyl-2,4-dihydro-3H-1,2,4-triazol-3-one ClC1=C(CC=2N(C(N(N2)C)=O)CCO)C(=CC=C1)F